The molecule is a hydroxycoumarin that is fraxetin which has been substituted by an additional hydroxy group at positions 5. It is the primary molecule exuded by Arabidopsis thaliana roots in response to iron deficiency. It has a role as an Arabidopsis thaliana metabolite. It is a hydroxycoumarin and an aromatic ether. It derives from a fraxetin. COC1=C(C(=C2C(=C1O)C=CC(=O)O2)O)O